C(C(C)(C)C)(=O)OOCC(C)(C)C neopentyl peroxypivalate